tri(linoleate) aluminum [Al+3].C(CCCCCCC\C=C/C\C=C/CCCCC)(=O)[O-].C(CCCCCCC\C=C/C\C=C/CCCCC)(=O)[O-].C(CCCCCCC\C=C/C\C=C/CCCCC)(=O)[O-]